NC=1C=CC=C2C=C(C(=NC12)C)C1C(NC(C1)=O)=O 3-(8-amino-2-methylquinolin-3-yl)pyrrolidine-2,5-dione